N[C@@H](C(=O)NCCNC(C1=C(C=C(C=C1)NC=1C=2N(C=CN1)C(=CN2)C2=C(C(=C(C=C2)OC2=NC=C(C=C2)OC)F)F)CC)=O)CCCNC(=N)N N-[2-[[(2R)-2-amino-5-guanidino-pentanoyl]amino]ethyl]-4-[[3-[2,3-difluoro-4-[(5-methoxy-2-pyridyl)oxy]phenyl]imidazo[1,2-a]pyrazin-8-yl]amino]-2-ethyl-benzamide